FC(C1=CC=CC(=N1)NC(=O)C1=CC=2C(N=C1OC(C)C)=NNC2)F N-(6-(difluoromethyl)pyridin-2-yl)-6-isopropoxy-2H-pyrazolo[3,4-b]pyridine-5-carboxamide